COC([C@@H]1N(CCC1)C(CC1=CC=C(C=C1)C=1C=NC=NC1)=O)=O (2-(4-(pyrimidin-5-yl)phenyl)acetyl)-D-proline methyl ester